(R)-2-(3-(1-((6,7-Dimethoxy-2-(8-(piperidin-1-yl)octyl)quinazolin-4-yl)amino)ethyl)phenyl)-2,2-difluoroethan-1-ol COC=1C=C2C(=NC(=NC2=CC1OC)CCCCCCCCN1CCCCC1)N[C@H](C)C=1C=C(C=CC1)C(CO)(F)F